C(#C)C1=C2C(=NNC2=CC=C1)C1=CC=C2C=NC=NC2=C1F 7-(4-ethynyl-1H-indazol-3-yl)-8-fluoroquinazoline